FC=1C=C(OC2=CC=C(C=C2)C=2N=C(N3C2C(=NC=C3)C)[C@H]3N(CCCC3)C(C#CC)=O)C=CC1 (S)-1-(2-(1-(4-(3-fluorophenoxy)phenyl)-8-methylimidazo[1,5-a]pyrazin-3-yl)piperidin-1-yl)but-2-yn-1-one